C(C)(CC)N1C=C(C=2C(=CC(=CC12)C=1C2=C(C(N(C1)C)=O)NC=C2)C(=O)NCC=2C(NC(=CC2C)C)=O)C (sec-butyl)-N-((4,6-dimethyl-2-oxo-1,2-dihydropyridin-3-yl)methyl)-3-methyl-6-(6-methyl-7-oxo-6,7-dihydro-1H-pyrrolo[2,3-C]pyridin-4-yl)-1H-indole-4-carboxamide